(±)-trans-N-[8-amino-7-cyano-6-(4-methyl-3-pyridyl)-3-isoquinolinyl]-2-cyano-cyclopropanecarboxamide NC=1C(=C(C=C2C=C(N=CC12)NC(=O)[C@H]1[C@@H](C1)C#N)C=1C=NC=CC1C)C#N |r|